allyl 5-((((1-isopropoxy-2-methyl-1-oxopropan-2-yl)amino)(phenoxy) phosphoryl)methyl)benzo[b]thiophene-2-carboxylate C(C)(C)OC(C(C)(C)NP(=O)(OC1=CC=CC=C1)CC1=CC2=C(SC(=C2)C(=O)OCC=C)C=C1)=O